C(C)(C)(C)OC(=O)N1CCC(CC1)N1N=CC(=C1)C1=NC(=NC=2C(CCCC12)(F)F)Cl 4-(4-(2-chloro-8,8-difluoro-5,6,7,8-tetrahydroquinazolin-4-yl)-1H-pyrazol-1-yl)piperidine-1-carboxylic acid tert-butyl ester